C(C)[Si](O[Si](O[Si](CC)(CC)CC)(O[Si](CC)(CC)CC)CCCC=C(C(=O)O)C)(CC)CC.C(C(=C)C)(=O)OCCC[Si](O[Si](C)(C)C)(O[Si](C)(C)C)O[Si](C)(C)C methacryloxypropyl-tris(trimethylsiloxy)silane (tris(triethylsiloxy) silylpropyl methacrylate)